tert-butyl 4-[[4-[4-[(2,6-dioxo-3-piperidyl)amino]-2,6-difluoro-phenyl]piperazin-1-yl]methyl]piperidine-1-carboxylate O=C1NC(CCC1NC1=CC(=C(C(=C1)F)N1CCN(CC1)CC1CCN(CC1)C(=O)OC(C)(C)C)F)=O